1,1,1-trifluoro-2,4-pentanedione FC(C(CC(C)=O)=O)(F)F